N-[(3S)-2,6-dioxopiperidin-3-yl]-1,2,3,4-tetrahydronaphthalen-1-carboxamide O=C1NC(CC[C@@H]1NC(=O)C1CCCC2=CC=CC=C12)=O